FC(C1=CC=C2C(=CC=NC2=C1)NC1=C(C(=NN1)C)OC)F 7-(difluoromethyl)-N-(4-methoxy-3-methyl-1H-pyrazol-5-yl)quinolin-4-amine